6-[(2,6-difluoro-4-pyridyl)amino]-N-(2,2-dimethylpropyl)-3-hydroxy-pyridine-2-carboxamide FC1=NC(=CC(=C1)NC1=CC=C(C(=N1)C(=O)NCC(C)(C)C)O)F